NC1=CC(=C(C(=N1)C1=C(C=2N=C(N=C(C2C=N1)N(C)CC1CNC1)OC[C@]12CCCN2C[C@@H](C1)F)F)C)C 7-(6-amino-3,4-dimethylpyridin-2-yl)-N-(azetidin-3-ylmethyl)-8-fluoro-2-(((2R,7aS)-2-fluorohexahydro-1H-pyrrolizin-7a-yl)methoxy)-N-methylpyrido[4,3-d]pyrimidin-4-amine